2-(2-thienyl)-ethanaminium S1C(=CC=C1)CC[NH3+]